(2R,4R)-4-hydroxypiperidine-1,2-dicarboxylate O[C@H]1C[C@@H](N(CC1)C(=O)[O-])C(=O)[O-]